(S)-6-((5-azaspiro[2.5]octan-8-yl)oxy)-N-(5-(difluoromethoxy)-1H-pyrazol-3-yl)pyrazin-2-amine C1CC12CNCC[C@@H]2OC2=CN=CC(=N2)NC2=NNC(=C2)OC(F)F